(diethylcyclopentadienyl)(4-methoxyfluorenyl)zirconium dichloride [Cl-].[Cl-].C(C)C=1C(C=CC1)(CC)[Zr+2]C1=CC=C(C=2C3=CC=CC=C3CC12)OC